N-((2-(2,6-Dioxopiperidin-3-yl)-1-oxoisoindolin-5-yl)methyl)-6-phenylpyrazine-2-carboxamide O=C1NC(CCC1N1C(C2=CC=C(C=C2C1)CNC(=O)C1=NC(=CN=C1)C1=CC=CC=C1)=O)=O